ClC=1C=CC=2C3=C(CN(C2C1)C=1C(=NC=CC1)C)N=CN3C 7-chloro-1-methyl-5-(2-methylpyridin-3-yl)-1,5-dihydro-4H-imidazo[4,5-c]quinoline